[(1RS,2RS)-1,2,8,8-tetramethyl-1,2,3,4,5,6,7,8-octahydro-2-naphthalenyl]ethanone C[C@H]1[C@](CCC=2CCCC(C12)(C)C)(C)C(C)=O |r|